C1=C2CCCN3C2=C(C=N1)CCC3 5,6,9,10-tetrahydro-4H,8H-pyrido[3,2,1-IJ][1,6]naphthyridine